ClC1=NN2C=3CCCN(C3C=NC2=C1)C1=CC(=C(C=C1)[C@@H](C(F)(F)F)NC)C (1S)-1-[4-(4-chloro-2,3,7,10-tetrazatricyclo[7.4.0.02,6]trideca-1(9),3,5,7-tetraen-10-yl)-2-methyl-phenyl]-2,2,2-trifluoro-N-methyl-ethanamine